ClC=1C(=NC(=NC1)NC=1C=NC(=C(C1)F)N1CCC(CC1)N1CCN(CC1)C)NC1=C(C=C(C=C1)F)NS(=O)(=O)C N-(2-((5-chloro-2-((5-fluoro-6-(4-(4-methylpiperazin-1-yl)piperidin-1-yl)pyridine-3-yl)amino)pyrimidin-4-yl)amino)-5-fluorophenyl)methanesulfonamide